1,3-bis(3,3-dimethylbutylamino)-5-pivaloylamino-benzene CC(CCNC1=CC(=CC(=C1)NC(C(C)(C)C)=O)NCCC(C)(C)C)(C)C